(+/-)-6-{[trans,trans-4-(4-Methoxyphenyl)-6-methylpiperidin-3-yl]methoxy}isoindolin-1-one COC1=CC=C(C=C1)C1C(CNC(C1)C)COC1=CC=C2CNC(C2=C1)=O